C(CCCCCCC(=O)OCC(COC(CCCCCC(=O)OC(CCCCCCCC)CCCCCCCC)=O)OC(CCCN(C)C)=O)(=O)OCC(CCCCCC)CCCC 1-(2-butyloctyl) 8-(2-((4-(dimethylamino) butanoyl) oxy)-3-((7-(heptadecan-9-yloxy)-7-oxoheptanoyl) oxy) propyl) suberate